BrC1=CC=C(C=C1)C1(CC1)C(F)(F)F 1-bromo-4-(1-(trifluoromethyl)cyclopropyl)benzene